3,4',5-Trimethoxy-trans-stilbene COC=1C=C(C=C(C1)OC)\C=C\C1=CC=C(C=C1)OC